(5Z)-5-[(3,4-difluoro-5-hydroxyphenyl)methylidene]-3-[(3-hydroxyphenyl)methyl]-1,3-thiazolidine-2,4-dione FC=1C=C(C=C(C1F)O)\C=C/1\C(N(C(S1)=O)CC1=CC(=CC=C1)O)=O